N-iso-Butyl-5-(pyrimidin-5-yl)-6-(trifluoromethyl)-1H-benzo[d]imidazole-1-carboxamide C(C(C)C)NC(=O)N1C=NC2=C1C=C(C(=C2)C=2C=NC=NC2)C(F)(F)F